2-((1-phenylcyclopentyl)oxycarbonyl)ethyltrimethoxysilane C1(=CC=CC=C1)C1(CCCC1)OC(=O)CC[Si](OC)(OC)OC